BrC1=CC=C(C=C1)N1C=NC2=C1C(=C(C(=C2)F)OC)F 1-(4-bromophenyl)-5,7-difluoro-6-methoxy-1H-benzo[d]imidazole